2-(4-chloro-1H-pyrrolo[2,3-b]pyridin-3-yl)-N-(5-(trifluoromethyl)thiazol-2-yl)acetamide ClC1=C2C(=NC=C1)NC=C2CC(=O)NC=2SC(=CN2)C(F)(F)F